(2-((2S,4S)-4-amino-2-(hydroxymethyl)pyrrolidin-1-yl)-5-fluorophenyl)-2-(2-fluoro-6-(methoxy-d3)-3-methylphenyl)pyrimidine-4-carboxamide N[C@H]1C[C@H](N(C1)C1=C(C=C(C=C1)F)C=1C(=NC(=NC1)C1=C(C(=CC=C1OC([2H])([2H])[2H])C)F)C(=O)N)CO